C(CCCCCCCCCCCCCCCCCCCCC)OC(CCCCCCCCCCCC=CCCCCCCCC)=O.FC=1C=2N(C=C(C1)N(C(=O)C1=CC=C(C3=CN(N=C13)C)N1CCNCC1)C)C=C(N2)C N-{8-fluoro-2-methylimidazo[1,2-a]pyridin-6-yl}-N,2-dimethyl-4-(piperazin-1-yl)indazole-7-carboxamide behenyl-docos-13-enoate